FC1=C(C=C2C(NC(=NC2=C1)C=1C=C(C=2N(C1)C=C(N2)C)F)=O)N2CCN(CC2)C 7-fluoro-2-(8-fluoro-2-methylimidazo[1,2-a]pyridin-6-yl)-6-(4-methylpiperazin-1-yl)quinazolin-4(3H)-one